methyl (5S,7aS)-5-((2-methoxyethoxy) methyl)-2-methylenetetrahydro-1H-pyrrolizine-7a(5H)-carboxylate COCCOC[C@H]1N2CC(C[C@@]2(CC1)C(=O)OC)=C